(but-2-ene-1,4-diylbis(azanediyl))bis(5-nitronicotinamide) C(C=CCNC1=C(C(=O)N)C=C(C=N1)[N+](=O)[O-])NC1=C(C(=O)N)C=C(C=N1)[N+](=O)[O-]